ClC1=CC(=C(C=C1)C(C)=O)C(F)(F)F 1-[4-Chloro-2-(trifluoromethyl)phenyl]ethanone